F[P-](F)(F)(F)(F)F.CN1C(N(C=C1)CCO)C 1,2-dimethyl-3-hydroxyethyl-imidazole hexafluorophosphate